2-(2-oxabicyclo[2.1.1]hexan-4-yl)-7-cyclobutoxy-N-(1-(2-fluorocyclopropyl)-2-oxo-1,2-dihydropyridin-3-yl)imidazo[1,2-a]pyrimidine-6-carboxamide C12OCC(C1)(C2)C=2N=C1N(C=C(C(=N1)OC1CCC1)C(=O)NC=1C(N(C=CC1)C1C(C1)F)=O)C2